benzhydryl 6-(Z)-(1-benzyloxycarbonylmethylene)penicillanate C(C1=CC=CC=C1)OC(=O)\C=C\1/[C@@H]2N([C@H](C(S2)(C)C)C(=O)OC(C2=CC=CC=C2)C2=CC=CC=C2)C1=O